tert-butyl (R)-3-(1-(cyclopropylmethyl)-6-(N-(1-methylcyclopropyl)sulfamoyl)-2,4-dioxo-1,4-dihydroquinazolin-3(2H)-yl)pyrrolidine-1-carboxylate C1(CC1)CN1C(N(C(C2=CC(=CC=C12)S(NC1(CC1)C)(=O)=O)=O)[C@H]1CN(CC1)C(=O)OC(C)(C)C)=O